NC1=NC=CC=C1C1=NC=2C(=NC(=CC2)N2N=CC=C2)N1C=1C=C2CC[C@@H](C2=CC1)NC(CC1=C(C(=C(C=C1)C=O)O)F)=O (S)-N-(5-(2-(2-aminopyridin-3-yl)-5-(1H-pyrazol-1-yl)-3H-imidazo[4,5-b]pyridin-3-yl)-2,3-dihydro-1H-inden-1-yl)-2-(2-fluoro-4-formyl-3-hydroxyphenyl)acetamide